ClC=1C=CC=2N=CN=C(C2N1)N1CCN(CC1)C1=NC=CC=C1 6-chloro-4-(4-(pyridin-2-yl)piperazin-1-yl)pyrido[3,2-d]pyrimidine